N-(7-oxo-7-((4-phenylthiazol-2-yl)amino)heptyl)cyclohexanecarboxamide O=C(CCCCCCNC(=O)C1CCCCC1)NC=1SC=C(N1)C1=CC=CC=C1